N,N-diethylaniline tetrakis(3,5-di(trifluoromethyl)phenyl)borate FC(C=1C=C(C=C(C1)C(F)(F)F)[B-](C1=CC(=CC(=C1)C(F)(F)F)C(F)(F)F)(C1=CC(=CC(=C1)C(F)(F)F)C(F)(F)F)C1=CC(=CC(=C1)C(F)(F)F)C(F)(F)F)(F)F.C(C)N(C1=CC=CC=C1)CC